(2r,3s)-2-methyl-3-(N-methylmethanesulfonamido)azetidine-1-carboxylic acid tert-butyl ester C(C)(C)(C)OC(=O)N1[C@@H]([C@H](C1)N(S(=O)(=O)C)C)C